N-(2,2-difluorocyclohexyl)-6-(1-fluoroethyl)-2-(4-methylthiazol-2-yl)pyrimidin-4-amine FC1(C(CCCC1)NC1=NC(=NC(=C1)C(C)F)C=1SC=C(N1)C)F